1-Benzyl-4-methyl-3-((benzylseleno)methyl)-5-(4-(trifluoromethyl)phenyl)-1H-pyrrol-2(3H)-one C(C1=CC=CC=C1)N1C(C(C(=C1C1=CC=C(C=C1)C(F)(F)F)C)C[Se]CC1=CC=CC=C1)=O